C1(CC1)C=1C(=NC=CC1)CC=1C(=NC=2CCNC(C2C1)=O)C ((3-cyclopropylpyridin-2-yl)methyl)-2-methyl-7,8-dihydro-1,6-naphthyridin-5(6H)-one